CN1N=CC2=CC(=CC=C12)NC1=NC=C2C(=N1)N(N(C2=O)CC=C)C2=NC(=CC=C2)OC2CCN(CC2)C 6-[(1-methyl-1H-indazol-5-yl)amino]-1-{6-[(1-methylpiperidin-4-yl)oxy]pyridin-2-yl}-2-(prop-2-en-1-yl)-1H,2H,3H-pyrazolo[3,4-d]pyrimidin-3-one